silylene glycol [SiH2](O)O